4-Acetamido-5-bromo-2-methoxybenzoate C(C)(=O)NC1=CC(=C(C(=O)[O-])C=C1Br)OC